2,2'-oxybis(N,N-dimethylethylamine) O(CCN(C)C)CCN(C)C